(R)-N-(3,3-difluoro-1-(3-methyl-oxetan-3-yl)piperidin-4-yl)-5-(1-(2,2-difluoroethyl)-1H-benzo[d][1,2,3]triazol-6-yl)-6-fluoro-4-methoxypyrrolo[2,1-f][1,2,4]triazin-7-d-2-amine FC1(CN(CC[C@H]1NC1=NN2C(C(=N1)OC)=C(C(=C2[2H])F)C=2C=CC1=C(N(N=N1)CC(F)F)C2)C2(COC2)C)F